N[N+]1=CC=CC=C1 AminoPyridinium